C(C)OC(N([C@@H](CO)C)CC(OC)OC)=O.ClC=1C=C(C=CC1)C1N(CCN(C1)C(=O)C1=NN(C(=C1)C1=CC=CC=C1)C)C(=O)N (3-chlorophenyl)-4-(1-methyl-5-phenyl-1H-pyrazole-3-carbonyl)piperazine-1-carboxamide Ethyl-(R)-(2,2-dimethoxyethyl)(1-hydroxypropan-2-yl)carbamate